Di(octadecyl)methyl-ammonium tetrakis(perfluoronaphthalen-2-yl)borate FC1=C(C(=C(C2=C(C(=C(C(=C12)F)F)F)F)F)F)[B-](C1=C(C2=C(C(=C(C(=C2C(=C1F)F)F)F)F)F)F)(C1=C(C2=C(C(=C(C(=C2C(=C1F)F)F)F)F)F)F)C1=C(C2=C(C(=C(C(=C2C(=C1F)F)F)F)F)F)F.C(CCCCCCCCCCCCCCCCC)[NH+](C)CCCCCCCCCCCCCCCCCC